5-Methyl-N4-(2,3-dihydrobenzo[b][1,4]dioxin-6-yl)-N2-[4-(4-methylpiperazinyl)phenyl]pyrimidine-2,4-diamine CC=1C(=NC(=NC1)NC1=CC=C(C=C1)N1CCN(CC1)C)NC1=CC2=C(OCCO2)C=C1